7-METHYL-3-METHYLENE-7-OCTENAL CC(CCCC(CC=O)=C)=C